Ethyl (5R)-2-(5-chloro-2-fluoropyridin-3-yl)-5-methyl-6,7-dihydro-5H-pyrazolo[5,1-b][1,3]oxazine-3-carboxylate ClC=1C=C(C(=NC1)F)C1=NN2C(O[C@@H](CC2)C)=C1C(=O)OCC